ClC=1C(=C2C(=C(N(C2=CC1)CCCOC1=CC(=CC2=CC=CC=C12)SCC1=CC=C(C=C1)OC)C(=O)OC)C)C=1C(=NN(C1C)C)CO Methyl 5-chloro-4-(3-(hydroxymethyl)-1,5-dimethyl-1H-pyrazol-4-yl)-1-(3-((3-((4-methoxybenzyl)thio)naphthalen-1-yl)oxy)propyl)-3-methyl-1H-indole-2-carboxylate